2-(1-Acetyl-4-piperidinyl)ethyl 4-[2-(4-fluorophenyl)-4-oxo-1,3-thiazolidin-3-yl]-3-methylbenzoate FC1=CC=C(C=C1)C1SCC(N1C1=C(C=C(C(=O)OCCC2CCN(CC2)C(C)=O)C=C1)C)=O